C(C1=CC=CC=C1)OC(=O)N1CCC(CC1)(O)C1=CC(=C(C=C1)Cl)F 4-(4-chloro-3-fluoro-phenyl)-4-hydroxy-piperidine-1-carboxylic acid benzyl ester